N-Capryloyl-L-GLUTAMINE C(CCCCCCC)(=O)N[C@@H](CCC(N)=O)C(=O)O